4,4''-diamino-para-terphenyl NC1=CC=C(C=C1)C1=CC=C(C=C1)C1=CC=C(C=C1)N